3-Ethyl-4-((2-chloro-3-fluorophenyl)amino)cyclobut-3-ene-1,2-dione C(C)C=1C(C(C1NC1=C(C(=CC=C1)F)Cl)=O)=O